C1=CC=CC=2C3=CC=CC=C3C(C12)COC(=O)N[C@@H](CCC(=O)O)C(=O)O N-(9-fluorenylmethoxycarbonyl)-L-glutamic acid